1-(3,5-dichloropyridin-4-yl)ethoxyl-N-(4-(1-ethylpiperidin-4-yl)phenyl)-1H-indazole-3-carboxamide ClC=1C=NC=C(C1C(ON1N=C(C2=CC=CC=C12)C(=O)NC1=CC=C(C=C1)C1CCN(CC1)CC)C)Cl